N[C@H]1CN(CCC1)C(=O)C1=CC=2N(C=C1)C(=C(N2)C=2N(C1=CC=CC=C1C2)CC2CC2)COC (R)-(3-aminopiperidin-1-yl)(2-(1-(cyclopropylmethyl)-1H-indol-2-yl)-3-(methoxymethyl)imidazo[1,2-a]pyridin-7-yl)methanone